γ-Phenyl-ε-Caprolacton C1(=CC=CC=C1)C1CCC(=O)OCC1